NC1=C(N=CC(=N1)N1CCC2(CC1)C(C1=CC(=CC=C1C2)S(=O)(=O)C)N)SC2=C(C(=NC=C2)N)Cl 1'-(6-amino-5-((2-amino-3-chloro-pyridin-4-yl)thio)pyrazin-2-yl)-6-(methylsulfonyl)-1,3-dihydrospiro[indene-2,4'-piperidin]-1-amine